C1(=CC=C(C=C1)S(=O)(=O)OC1=CC=C(C=C1)NC(=O)NC(NC1=CC=CC=C1)=O)C 4-[(Phenylcarbamoyl)ureido]phenyl 4-tolylsulfonat